5-(2-(tert-butyl)pyridin-4-yl)-4-methylthiazol-2-amine C(C)(C)(C)C1=NC=CC(=C1)C1=C(N=C(S1)N)C